O=C1NC(CCC1N1C(C2=CC=C(C=C2C1=O)N1CC(C1)N1CCC(CC1)CC(=O)O)=O)=O 2-(1-(1-(2-(2,6-dioxopiperidine-3-yl)-1,3-dioxoisoindolin-5-yl)azetidin-3-yl)piperidin-4-yl)acetic acid